6-phospho-[18F]fluorodeoxyglucose P(=O)(O)(O)OC[C@H]([C@H]([C@@H](CC(=O)[18F])O)O)O